BrC=1C=C(C=2C(=NON2)C1)F 6-Bromo-4-fluorobenzo[c][1,2,5]oxadiazole